n-dodecylbenzyldimethylammonium chloride [Cl-].C(CCCCCCCCCCC)[N+](C)(C)CC1=CC=CC=C1